4-(4-fluorophenyl)piperidine-1-carboxylic acid amide FC1=CC=C(C=C1)C1CCN(CC1)C(=O)N